CN(CCN1C=CC2=CC(=CC=C12)NC=1N=C(C2=C(N1)NC=C2)OC=2C=C(C=CC2)NC(C=C)=O)C N-(3-((2-((1-(2-(dimethylamino)ethyl)-1H-indol-5-yl)amino)-7H-pyrrolo[2,3-d]pyrimidin-4-yl)oxy)phenyl)acrylamide